BrC1=C(C=C(C=C1)S(=O)(=O)N[C@@H]1[C@@](CCC1)(C)O)C 4-bromo-N-((1S,2S)-2-hydroxy-2-methylcyclopentyl)-3-methylbenzenesulfonamide